2-((3R,4S)-3-aminotetrahydro-2H-pyran-4-yl)-5-chloro-N-(thiophen-2-ylmethyl)-3-vinylthieno[3,2-b]pyridin-7-amine N[C@H]1COCC[C@@H]1C1=C(C2=NC(=CC(=C2S1)NCC=1SC=CC1)Cl)C=C